potassium 2-(tert-butoxycarbonylamino)-ethyltrifluoroborate C(C)(C)(C)OC(=O)NCC[B-](F)(F)F.[K+]